C(C1=CC=CC=C1)N(C1C2CCC(C(C1)C)N2C2=NN=NN2)CC2=CC=CC=C2 N,N-dibenzyl-4-methyl-8-(1H-1,2,3,4-tetrazol-5-yl)-8-azabicyclo[3.2.1]octan-2-amine